7-(bromomethyl)-4-(cyclopropylethynyl)-6-fluoro-4-(trifluoromethyl)-1,4-dihydro-2H-benzo[d][1,3]oxazin-2-one BrCC=1C(=CC2=C(NC(OC2(C(F)(F)F)C#CC2CC2)=O)C1)F